Dibenzyl-amide C(C1=CC=CC=C1)[N-]CC1=CC=CC=C1